2-(2-((2-(2,6-dioxopiperidin-3-yl)-1,3-dioxoisoindolin-4-yl)amino)ethoxy)ethylmethanesulfonic acid O=C1NC(CCC1N1C(C2=CC=CC(=C2C1=O)NCCOCCCS(=O)(=O)O)=O)=O